CC=1C(N(C=C(C1)N1N=CC=C1)C(CNS(=O)(=O)C)CO[C@@H]1CC[C@@H](CC1)C1=CC=CC=C1)=O N-{2-[3-methyl-2-oxo-5-(1H-pyrazol-1-yl)-1,2-dihydropyridin-1-yl]-3-{[(CIS)-4-phenylcyclohexyl]oxy}propyl}methane-sulfonamide